(E)-2-(3-(dimethylamino)acryloyl)piperidine-1-carboxylic acid tert-butyl ester C(C)(C)(C)OC(=O)N1C(CCCC1)C(\C=C\N(C)C)=O